4-bromo-3,5-diethoxy-2-methylbenzaldehyde BrC1=C(C(=C(C=O)C=C1OCC)C)OCC